C([C@@H]1[C@H]([C@@H]([C@H]([C@H](O1)O[C@@H]2[C@H]([C@@H]([C@H](O[C@@H]2O[C@@H]3[C@@H]([C@H]([C@@H]([C@H](O3)CO)O)O)O)CO)O)O)O)O)O)O The molecule is a glycosyl glycoside derivative that is alpha-D-glucopyranosyl-(1->2)-alpha-D-glucopyranose in which the anomeric hydroxy group has been glycosylated by an alpha-D-glucopyranosyl group. It is a trisaccharide and a glycosyl glycoside.